C1(CC1)C1=CC(=NC=2N1N=C(C2)C2=C(C=C(C=C2)N2CC1(COC1)CC2)F)C(=O)N2[C@@H](C1=CC=CC=C1CC2)C (1R)-2-[7-cyclopropyl-2-(2-fluoro-4-{2-oxa-6-azaspiro[3.4]oct-6-yl}phenyl)pyrazolo[1,5-a]pyrimidine-5-carbonyl]-1-methyl-1,2,3,4-tetrahydroisoquinoline